(2S,4S)-1-[2-[4-[(1-chloro-5-isoquinolinyl)amino]-1-piperidinyl]acetyl]-4-fluoro-pyrrolidine-2-carbonitrile ClC1=NC=CC2=C(C=CC=C12)NC1CCN(CC1)CC(=O)N1[C@@H](C[C@@H](C1)F)C#N